N-(2-((7-(2,6-dichloro-3,5-dimethoxyphenyl)-5-(phenethylamino)-2,6-naphthyridin-3-yl)amino)-3-methyl-phenyl)acrylamide ClC1=C(C(=C(C=C1OC)OC)Cl)C1=NC(=C2C=C(N=CC2=C1)NC1=C(C=CC=C1C)NC(C=C)=O)NCCC1=CC=CC=C1